ClC=1C(=C(C(=CC1)C)C1=CN=C(C(=N1)C(=O)NC=1C=NN(C1)CC=1N=NC(=C(C1C)C)N1C([C@@H]2C[C@@H]2C1)=O)C)F 6-(3-Chloro-2-fluoro-6-methylphenyl)-N-(1-((4,5-dimethyl-6-((1R,5S)-2-oxo-3-azabicyclo[3.1.0]hexan-3-yl)pyridazin-3-yl)methyl)-1H-pyrazol-4-yl)-3-methylpyrazine-2-carboxamide